N-((1r,4r)-4-(2-methoxyethoxy)cyclohexyl)-2,6-bis(thiazol-5-yl)pyrimidine-4-carboxamide COCCOC1CCC(CC1)NC(=O)C1=NC(=NC(=C1)C1=CN=CS1)C1=CN=CS1